N'-acetyl-4-amino-N-(2-methoxy-4-(trifluoromethyl)benzyl)-N',1-dimethyl-1H-pyrazolo[4,3-c]quinoline-8-carbohydrazide C(C)(=O)N(N(C(=O)C1=CC=2C3=C(C(=NC2C=C1)N)C=NN3C)CC3=C(C=C(C=C3)C(F)(F)F)OC)C